tert-Butyl 3-(4-(1,1-difluoro-2-hydroxy-2-methylpropoxy)-7-(5-fluoropyridin-2-yl)benzo[d]oxazol-2-yl)-3,8-diazabicyclo[3.2.1]octane-8-carboxylate FC(C(C)(C)O)(OC1=CC=C(C2=C1N=C(O2)N2CC1CCC(C2)N1C(=O)OC(C)(C)C)C1=NC=C(C=C1)F)F